2-[2-(7-chloro-2,3,4,5-tetrahydro-1H-3-benzazepin-3-yl)-2-oxoethyl]-6-{5-chloro-2-[(oxan-4-yl)amino]pyrimidin-4-yl}-2,3-dihydro-1H-isoindol-1-one ClC1=CC2=C(CCN(CC2)C(CN2C(C3=CC(=CC=C3C2)C2=NC(=NC=C2Cl)NC2CCOCC2)=O)=O)C=C1